6-Bromo-1-(4-chloro-3-fluorophenyl)-4-methoxy-3,3-dimethyl-1,2,3,4-tetrahydro-1,5-naphthyridine BrC=1N=C2C(C(CN(C2=CC1)C1=CC(=C(C=C1)Cl)F)(C)C)OC